N-(azetidin-3-ylmethyl)-1-[2-chloro-4-[[5-(2,3-difluoro-4-methoxy-phenyl)-1-methyl-imidazole-2-carbonyl]amino]benzoyl]piperidine-4-carboxamide N1CC(C1)CNC(=O)C1CCN(CC1)C(C1=C(C=C(C=C1)NC(=O)C=1N(C(=CN1)C1=C(C(=C(C=C1)OC)F)F)C)Cl)=O